BrC=1C(=NC(=NC1)N)C=1OC=C(C1)C 5-bromo-4-(4-methylfuran-2-yl)pyrimidin-2-amine